4-[2-(2-pyrrolidin-1-ylethylcarbamoyloxy)ethyl]octanoic acid N1(CCCC1)CCNC(=O)OCCC(CCC(=O)O)CCCC